2-bromo-6-tert-butylpyridine BrC1=NC(=CC=C1)C(C)(C)C